DL-glutamine N[C@@H](CCC(N)=O)C(=O)O |r|